Methyl 8-(4-fluoro-1H-indole-2-carbonyl)-5-oxa-8-azaspiro[3.5]nonane-9-carboxylate FC1=C2C=C(NC2=CC=C1)C(=O)N1CCOC2(CCC2)C1C(=O)OC